{3-[1-(2-nitrophenyl)-1H-pyrrol-2-yl]-allylidene}-aminoguanidinium succinate C(CCC(=O)[O-])(=O)[O-].[N+](=O)([O-])C1=C(C=CC=C1)N1C(=CC=C1)C=CC=[N+]=C(NN)N.[N+](=O)([O-])C1=C(C=CC=C1)N1C(=CC=C1)C=CC=[N+]=C(NN)N